tert-butyl N-[(3S,4R)-1-carbamoyl-4-[[4-(1-hydroxy-3,6,9,12-tetraoxapentadec-14-yn-15-yl)phenyl]methoxy] pentan-3-yl]carbamate C(N)(=O)CC[C@@H]([C@@H](C)OCC1=CC=C(C=C1)C#CCOCCOCCOCCOCCO)NC(OC(C)(C)C)=O